OC(C(=O)O)CNC1=CC=C(C2=N[Se]N=C21)[N+](=O)[O-] 2-hydroxy-3-((7-nitrobenzo[c][1,2,5]selenadiazol-4-yl)amino)propanoic acid